O=C1NC(CCC1C1=NC=CC=C1CN1CCC(CC1)C=1SC2=C(N1)C=C(C(=C2)NC(C2=CN=C(C=C2)C(F)(F)F)=O)C(C)(C)O)=O N-(2-(1-((2-(2,6-dioxopiperidin-3-yl)pyridin-3-yl)methyl)piperidin-4-yl)-5-(2-hydroxypropane-2-yl)benzo[d]thiazol-6-yl)-6-(trifluoromethyl)nicotinamide